N-(1-(4-chlorophenyl)-2,2,2-trifluoroethyl)-1-(2-methoxyethyl)-N-methyl-6-oxo-1,6-dihydropyridine-3-sulfonamide ClC1=CC=C(C=C1)C(C(F)(F)F)N(S(=O)(=O)C1=CN(C(C=C1)=O)CCOC)C